8-(4-(2,2-Difluoroethyl)-1-((5-methoxy-7-methyl-1H-indol-4-yl)methyl)piperazin-2-yl)-3-oxo-3,4-dihydro-2H-benzo[b][1,4]oxazine-5-carboxylic acid FC(CN1CC(N(CC1)CC1=C2C=CNC2=C(C=C1OC)C)C1=CC=C(C2=C1OCC(N2)=O)C(=O)O)F